BrC1=CC(=C(C(=C1)F)CC(=O)NC1=C(C=C(C(=O)OC(C)(C)C)C=C1)NC[C@H]1OCC1)F Tert-butyl (S)-4-(2-(4-bromo-2,6-difluorophenyl)acetamido)-3-((oxetan-2-ylmethyl)amino)benzoate